octadec-9,12-dien-1-yl 5-bromovalerate BrCCCCC(=O)OCCCCCCCCC=CCC=CCCCCC